COC1(SC(=C(C1)CCCC)OC)CCN 2,5-dimethoxy-4-(s)-butylthiophenethylamine